C(C(=C)C)(=O)O.COC monomethyl ether methacrylate